COC=1C=NC=CC1 3-methoxypyridine